C=1(C(=CC=C2C=CC=CC12)C(=O)O)C(=O)O.[K] potassium naphthalenedicarboxylic acid